N-(4-(6-fluoro-3,4-dihydroisoquinolin-2(1H)-yl)-2-(1-fluorocyclopropyl)-6-methylphenyl)-3,3-dimethylbutyramide FC=1C=C2CCN(CC2=CC1)C1=CC(=C(C(=C1)C)NC(CC(C)(C)C)=O)C1(CC1)F